2-[4-(1-trifluoromethyl-cyclopropyl)-phenyl]-acetamide FC(C1(CC1)C1=CC=C(C=C1)CC(=O)N)(F)F